(R)-N-(4-(4-(4-cyclobutylpiperazin-1-yl)piperidin-1-yl)-2-methoxyphenyl)-6-(3-(2,3-Difluorophenyl)isoxazolidin-2-yl)pyrimidin-4-amine C1(CCC1)N1CCN(CC1)C1CCN(CC1)C1=CC(=C(C=C1)NC1=NC=NC(=C1)N1OCC[C@@H]1C1=C(C(=CC=C1)F)F)OC